C(C)N(C=1C=C(C(=O)O)C=C(C1)C=1C=NC(=CC1)CN1CCOCC1)C1CCOCC1 3-(ethyl(tetrahydro-2H-pyran-4-yl)amino)-5-(6-(morpholinomethyl)pyridin-3-yl)benzoic acid